C(CCCC)(=O)C1=C(C(=O)N)C=CC=C1 valerylbenzamid